2-[2-(2-Methoxyethoxy)Ethoxy]Acetic Acid COCCOCCOCC(=O)O